[4-(4-methylpiperazin-1-yl)phenyl]-3-(pyrimidin-5-yl)-1H-pyrrolo[2,3-b]pyridine CN1CCN(CC1)C1=CC=C(C=C1)N1C=C(C=2C1=NC=CC2)C=2C=NC=NC2